CC=1N=C(SC1C)NC(=O)C=1C=C(C=CC1C)NCCC(=O)OC(C)(C)C tert-butyl 3-((3-((4,5-dimethylthiazol-2-yl)carbamoyl)-4-methylphenyl)amino)propanoate